FC1=CC=CC2=C1C(OC21CCN(CC1)C=1OC2(C(N1)=O)CC1=CC=CC=C1C2)=O 4-fluoro-1'-(4'-oxo-1,3-dihydro-4'H-spiro[indene-2,5'-[1,3]oxazol]-2'-yl)-3H-spiro[2-benzofuran-1,4'-piperidin]-3-one